ClC1=CC(=C(C=C1Cl)O)C(=O)C1CCN(CC1)S(=O)(=O)C1CNCC1 4,5-dichloro-2-[1-(pyrrolidine-3-sulfonyl)piperidine-4-carbonyl]phenol